The molecule is an indole that is 1H-indole substituted at positions 2, 3 and 7 by cyano, iodo and 3-(tert-butylamino)-2-hydroxypropoxy groups respectively. It has a role as a beta-adrenergic antagonist and a serotonergic antagonist. It is a member of indoles, a nitrile, an organoiodine compound, an aromatic ether, a secondary alcohol and a secondary amino compound. CC(C)(C)NCC(COC1=CC=CC2=C1C(=C(N2)C#N)I)O